Cl.COC([C@@H](N)CC1=CC(=C(C(=C1)Cl)OCC1=CC=CC=2N=C(OC21)C2=CC=CC=C2)Cl)=O 3,5-Dichloro-O-[(2-phenyl)-benzoxazol-7-yl]methyl-L-tyrosine methyl ester hydrochloride